(4-phenoxybenzoyl)benzene O(C1=CC=CC=C1)C1=CC=C(C(=O)C2=CC=CC=C2)C=C1